(1S,2R,3R,4R,5S)-4-amino-1-(13-((2,4-dinitrophenyl)amino)-2,5,8,11-tetraoxatridecyl)-6,8-dioxabicyclo[3.2.1]octane-2,3-diol N[C@@H]1[C@H]([C@H]([C@@]2(CO[C@H]1O2)COCCOCCOCCOCCNC2=C(C=C(C=C2)[N+](=O)[O-])[N+](=O)[O-])O)O